NC1=C(C(=C(OC2=CC(=NC=C2)NC(=O)NC)C=C1)C)C 1-(4-(4-amino-2,3-dimethylphenoxy)pyridin-2-yl)-3-methylurea